8-benzyl-3-methyl-8-azabicyclo[3.2.1]octan-3-ol C(C1=CC=CC=C1)N1C2CC(CC1CC2)(O)C